CN(CCNC(OC(C)(C)C)=O)C1=CC(=C(C=C1)C)C(NC1(CC1)C1=CC=CC2=CC=CC=C12)=O tert-Butyl (2-(methyl(4-methyl-3-((1-(naphthalen-1-yl)cyclopropyl)carbamoyl) phenyl)amino)ethyl)carbamate